[C@@H]12OC[C@@H](N(C1)C1CCN(CC1)C1=C(C=C(C(=C1)OC)NC1=NC=NC(=C1)N1OCC[C@@H]1C1=C(C=CC(=C1)F)F)NC(C=C)=O)C2 N-(2-(4-((1S,4S)-2-oxa-5-azabicyclo[2.2.1]heptane-5-yl)piperidine-1-yl)-5-((6-((R)-3-(2,5-difluorophenyl)isoxazolidine-2-yl)pyrimidine-4-yl)amino)-4-methoxyphenyl)acrylamide